1-(2-Methyl-1-Trityl-1H-Imidazol-4-yl)Prop-2-En-1-One CC=1N(C=C(N1)C(C=C)=O)C(C1=CC=CC=C1)(C1=CC=CC=C1)C1=CC=CC=C1